N,N-bis(cis-4-sec-butylcyclohexyl)-5-(cis-4-sec-butylcyclohexylcarbonylamino)-isophthalamide C(C)(CC)[C@H]1CC[C@H](CC1)N(C(C1=CC(C(=O)N)=CC(=C1)NC(=O)[C@@H]1CC[C@@H](CC1)C(C)CC)=O)[C@@H]1CC[C@@H](CC1)C(C)CC